N1=CC=C(C=C1)C1=NC=CC=C1 (4,2)-bipyridyl